N1[C@H](CCC1)C(=O)O |o1:1| (R)- or (S)-proline